C(C)(C)(C)OC(=O)NC1=C(C(=O)O)C=CN=C1Cl 3-((tert-butoxycarbonyl)amino)-2-chloroisonicotinic acid